C(C)C=1C=C(C=CC1)C(CO)=O (3-ethylphenyl)-2-hydroxyethan-1-one